C1(CC1)C=1N=CN(C1)C1=CC(=C2CCNC(C2=C1)=O)F 7-(4-cyclopropyl-1H-imidazol-1-yl)-5-fluoro-3,4-dihydroisoquinolin-1(2H)-one